4,4'-malonyl-dibenzonitrile C(CC(=O)C1=CC=C(C#N)C=C1)(=O)C1=CC=C(C#N)C=C1